BrC1CCC(CC1)Cl (1s,4s)-1-bromo-4-chlorocyclohexane